ClC1=CC=C(C=C1)S(=O)(=O)N1CC2=C(CC1)SC(=C2)C2=NOC(=N2)C(F)(F)F 3-(5-((4-chlorophenyl)sulfonyl)-4,5,6,7-tetrahydrothieno[3,2-c]pyridin-2-yl)-5-(trifluoromethyl)-1,2,4-oxadiazole